1-[4-(2-azaspiro[3.3]heptan-2-yl)-1-(cyanomethyl)cyclohexyl]-3-(cyclopropanecarbonylamino)pyrazole-4-carboxamide C1N(CC12CCC2)C2CCC(CC2)(CC#N)N2N=C(C(=C2)C(=O)N)NC(=O)C2CC2